O=C[C@@H](O)[C@@H](O)[C@H](O)C(=O)OCCC propyl lyxuronate